COC1=CC=C(C=C1)C(OCCC(CC)SSC1=NC=CC=C1)(C1=CC=CC=C1)C1=CC=C(C=C1)OC 2-((1-(Bis(4-methoxyphenyl)(phenyl)methoxy)pentan-3-yl)disulfanyl)pyridine